FC=1C=C(CN2CCN(CC2)C2=CC=C(C=N2)C2=C3C=NC=NC3=CC(=C2)C=2C=NN(C2)C)C=C(C1)F 5-(6-(4-(3,5-Difluorobenzyl)piperazin-1-yl)pyridin-3-yl)-7-(1-methyl-1H-pyrazol-4-yl)quinazoline